C1(CCC1)N1CC2=C(C3=C(C1)C=C(C=C3)O)C=CC(=C2)O 6-cyclobutyl-6,7-dihydro-5H-dibenzo[c,e]azepin-3,9-diol